4-((4-(tert-butyl)phenyl)amino)-N-(1H-pyrazol-4-yl)cyclohexane-1-carboxamide C(C)(C)(C)C1=CC=C(C=C1)NC1CCC(CC1)C(=O)NC=1C=NNC1